C1C(CC2=CC=CC=C12)N1CC(=NC=C1)NC(=O)N1CCC(CC1)CNC(=O)[C@H]1NCCC1 (S)-N-(2,3-dihydro-1H-inden-2-yl)-3-(4-((pyrrolidine-2-carboxamido)methyl)piperidine-1-carboxamido)pyrazine